oleoyl-sn-glycero-3-phosphorylglycerol C(CCCCCCC\C=C/CCCCCCCC)(=O)C(OP(OC[C@@H](CO)O)(=O)O)C(O)CO